COC(=O)[C@@H]1CCC=2C(=NN(C2C1)C(C)C)C1=CC(=NC=C1F)OC(F)F.N1C(C=CC=C1)=O 2(1H)-pyridone Methyl-(R)-3-(2-(difluoromethoxy)-5-fluoropyridin-4-yl)-1-isopropyl-4,5,6,7-tetrahydro-1H-indazole-6-carboxylate